2-Methylamino-1-propyl-8-[1-(3-trifluoromethyl-benzyl)-1H-pyrazol-4-yl]-1,7-dihydro-purin-6-one CNC=1N(C(C=2NC(=NC2N1)C=1C=NN(C1)CC1=CC(=CC=C1)C(F)(F)F)=O)CCC